C(C)(=O)N1C(=N[C@@H]([C@H]1C1=CC=CC=C1)C1=CC=CC=C1)C1=CC=CC=C1 |r| (+-)-(4R,5R)-1-acetyl-2,4,5-triphenyl-4,5-dihydroimidazole